ClC1=CC=CC=2NC3=CC=CC(=C3C(C12)(C)C)OC1=CC=CC=C1 1-Chloro-9,9-dimethyl-8-phenoxy-9,10-dihydroacridine